C(C)(=O)OC(C)=O Acetic Acid-Anhydride